(4-chlorophenyl)-2-hydrazinothiazole ClC1=CC=C(C=C1)C=1N=C(SC1)NN